3-oxo-3-(4-(5-(trifluoromethyl)pyrimidin-2-yl)piperazin-1-yl)propan O=C(CC)N1CCN(CC1)C1=NC=C(C=N1)C(F)(F)F